ClC=1C=C(C=CC1F)NC(N(C=1C=NC(=CC1)OC)CC=1C2=C(NN1)COC2)=O 3-(3-chloro-4-fluorophenyl)-1-((4,6-dihydro-1H-furo[3,4-c]pyrazol-3-yl)methyl)-1-(6-methoxypyridin-3-yl)urea